N,N,N',N'-tetra(β-hydroxyethyl)adipamide OCCN(C(CCCCC(=O)N(CCO)CCO)=O)CCO